OCC1CCC(CC1)N1N=C2C=C(C(=CC2=C1)NC(=O)C1=NC=CC=C1)C(C)(C)O N-[2-[4-(hydroxymethyl)cyclohexyl]-6-(1-hydroxy-1-methyl-ethyl)indazol-5-yl]pyridine-2-carboxamide